5-(4-amino-5-(trifluoromethyl)pyrrolo[2,1-f][1,2,4]triazin-7-yl)-N-((3R,4S)-4-fluoro-1-(1-(trifluoromethyl)cyclopropane-1-carbonyl)pyrrolidin-3-yl)-2-methoxynicotinamide NC1=NC=NN2C1=C(C=C2C=2C=NC(=C(C(=O)N[C@@H]1CN(C[C@@H]1F)C(=O)C1(CC1)C(F)(F)F)C2)OC)C(F)(F)F